ClC1=C(C(F)(F)F)C=C(C=C1[N+](=O)[O-])[N+](=O)[O-] 2-chloro-3,5-dinitro-trifluorotoluene